1-(bromomethyl)-4-chloro-2-methoxybenzene BrCC1=C(C=C(C=C1)Cl)OC